4-(((2,6-dioxo-4-phenylcyclohexylidene)methyl)amino)butanoic acid O=C1C(C(CC(C1)C1=CC=CC=C1)=O)=CNCCCC(=O)O